C1=C(C=CC=2OC3=C(C21)C=CC=C3)C#N 2-dibenzofurancarbonitrile